C(C(C([2H])([2H])[2H])(C([2H])[2H])C)(=O)O pivalic acid-d5